OCC1N(C(C2=CC=CC=C12)=O)C (hydroxymethyl)-2-methylisoindol-1-one